O[C@@H]1CNCC[C@]1(C)CNC(OC(C)(C)C)=O |r| racemic-tert-butyl cis-((3-hydroxy-4-methylpiperidin-4-yl)methyl)carbamate